4-[2-[3-[5-methyl-3-[4-(trifluoromethoxy)phenyl]pyrazol-1-yl]pyrrolidin-1-yl]ethyl]morpholine CC1=CC(=NN1C1CN(CC1)CCN1CCOCC1)C1=CC=C(C=C1)OC(F)(F)F